C(C)(C)(C)OC(=O)N1CCC2(C(C2C(=O)O)(F)F)CC1 6-(tert-butoxycarbonyl)-2,2-Difluoro-6-azaspiro[2.5]octane-1-carboxylic acid